2-amino-6-methyl-3H-furo[2,3-d]pyrimidin-4-one NC=1NC(C2=C(N1)OC(=C2)C)=O